C(C)N([O-])CC(O)O.C(CCCCCCCCCCC)(=O)N lauric amide ethyldihydroxyethylaminoxide